4-(furo[3,2-c]pyridin-4-yl)-N-[6-(2-hydroxypropan-2-yl)spiro[3.3]heptan-2-yl]benzamide O1C=CC=2C(=NC=CC21)C2=CC=C(C(=O)NC1CC3(C1)CC(C3)C(C)(C)O)C=C2